6-(1,4-Diazepan-1-yl)-N-(3-methylpyridin-4-yl)pyridine-2-carboxamide N1(CCNCCC1)C1=CC=CC(=N1)C(=O)NC1=C(C=NC=C1)C